FC1=C(CN2C=NN(C2=O)C2=CC(=C(OC3=C(N=C(S3)C(C(=O)OCC)=O)C)C=C2)F)C(=CC=C1)F ethyl 2-(5-(4-(4-(2,6-difluorobenzyl)-5-oxo-4,5-dihydro-1H-1,2,4-triazol-1-yl)-2-fluorophenoxy)-4-methylthiazol-2-yl)-2-oxoacetate